trans-1-chloro-2,3,3,3-tetrafluoropropene ClC=C(C(F)(F)F)F